OC1=CC=C(C=2C=CC=NC12)B(O)O 8-HYDROXYQUINOLINE-5-BORONIC ACID